S1SC(CC1)CCCCC(=O)NC(C)C 5-(1,2-dithiolan-3-yl)-N-(prop-2-yl)pentanamide